5,6-diphenyl-2-[4-{4-(4'-cyano-biphenyl-4-yl)-naphthalen-1-yl}-phenyl]-2H-benzotriazole C1(=CC=CC=C1)C1=CC=2C(=NN(N2)C2=CC=C(C=C2)C2=CC=C(C3=CC=CC=C23)C2=CC=C(C=C2)C2=CC=C(C=C2)C#N)C=C1C1=CC=CC=C1